F[C@H]1C[C@H](N2N=C(N=C21)CC#N)C2=CC=CC=C2 2-[(5s,7s)-7-fluoro-5-phenyl-6,7-dihydro-5H-pyrrolo[1,2-b][1,2,4]triazol-2-yl]acetonitrile